N-[(S)-(5-bromo-4-fluoro-1H-benzimidazol-2-yl)(4-methylcyclohexyl)methyl]-carbamic acid tert-butyl ester C(C)(C)(C)OC(N[C@@H](C1CCC(CC1)C)C1=NC2=C(N1)C=CC(=C2F)Br)=O